N-(4-bromophenyl)-[4,4'-bipiperidine] BrC1=CC=C(C=C1)N1CCC(CC1)C1CCNCC1